(R,R) or (R,S)-3-fluoro-5-(2-hydroxypropan-2-yl)-N'-((3-methyl-1,2,3,5,6,7-hexahydrodicyclopenta[b,e]pyridin-8-yl)carbamoyl)thiophene-2-sulfonimidamide FC1=C(SC(=C1)C(C)(C)O)[S@@](=O)(N)=NC(NC1=C2C(=NC3=C1CCC3)[C@@H](CC2)C)=O |o1:25|